C(C)(C)OC1=NC=CC=C1C=1C=NN2C1N=C(C=C2)N2CCN(CC2)C(=O)OC2(CN(CC2)C(=O)OC(C)(C)C)C (1-tert-butoxycarbonyl-3-methyl-pyrrolidin-3-yl) 4-[3-(2-isopropoxy-3-pyridyl)pyrazolo[1,5-a]pyrimidin-5-yl]piperazine-1-carboxylate